ethyl 4-[4-[(tert-butoxycarbonyl)amino]-1-methylpyrrole-2-amido]-1-methylimidazole-2-carboxylate C(C)(C)(C)OC(=O)NC=1C=C(N(C1)C)C(=O)NC=1N=C(N(C1)C)C(=O)OCC